2,6-dimethyl-4-((4-(4,4,5,5-tetramethyl-1,3,2-dioxaborolan-2-yl)-1H-pyrazol-1-yl)methyl)piperidine-1-carboxylic acid tert-butyl ester C(C)(C)(C)OC(=O)N1C(CC(CC1C)CN1N=CC(=C1)B1OC(C(O1)(C)C)(C)C)C